NC1=C2N=CN(C2=NC(=N1)F)[C@H]1C[C@@H]([C@@](O1)(C#C)CO[P@](=O)(OC1=CC=CC=C1)N[C@@H](CC1=CC=CC=C1)C(=O)OC(CCCCCCCCCCC)CCCCCCCCCCC)OC(=O)OC(CC)CC Tricosan-12-yl ((S)-(((2R,3S,5R)-5-(6-amino-2-fluoro-9H-purin-9-yl)-2-ethynyl-3-(((pentan-3-yloxy)carbonyl)oxy)tetrahydrofuran-2-yl)methoxy)(phenoxy)phosphoryl)-L-phenylalaninate